O1-decyl heptanedioate C(CCCCCC(=O)[O-])(=O)OCCCCCCCCCC